C(CC)(=O)N1CCN(CC1)C=1C=C2C(NC(=NC2=CC1)C1=NC=CC(=C1)C(F)(F)F)=O 6-(4-propionyl-piperazin-1-yl)-2-(4-trifluoromethyl-pyridin-2-yl)-3H-quinazolin-4-one